O=C1NC(CC[C@H]1N1C(C2=CC=C(C=C2C1)C(=O)N)=O)=O 2-((R)-2,6-dioxopiperidin-3-yl)-1-oxoisoindoline-5-carboxamide